ClCCCCCC 1-chloro-hexane